[1-[2',6'-bis(benzyloxy)-[3,3'-bipyridin]-6-yl]piperidin-4-yl]methanol C(C1=CC=CC=C1)OC1=NC(=CC=C1C=1C=NC(=CC1)N1CCC(CC1)CO)OCC1=CC=CC=C1